Methyl 2-[5-[(1,3-dihydro-1-oxo-2H-inden-2-ylidene)methyl]-2-furanyl]benzoate O=C1C(CC2=CC=CC=C12)=CC1=CC=C(O1)C1=C(C(=O)OC)C=CC=C1